5H,6H,7H,8H-imidazo[1,2-a]pyridine-6-carboxylic acid hydrochloride Cl.N=1C=CN2C1CCC(C2)C(=O)O